(trifluoromethyl)pyridin-2-amine 2,2,2-trifluoroacetate FC(C(=O)O)(F)F.FC(F)(F)C=1C(=NC=CC1)N